C(C)(C)(C)CN(C(O)=O)CCN(C)CCO.OC1=CC=C2CC(COC2=C1)C1=C(C(=C(C=C1)OC)OC)O 7,2'-dihydroxy-3',4'-dimethoxyIsoflavane tert-butyl-(2-((2-hydroxyethyl)(methyl)amino)ethyl)(methyl)carbamate